C(C)(C)(C)OC(=O)N1C(CCCC1)C1=CC(=C(C=C1)Br)F 2-(4-bromo-3-fluorophenyl)piperidine-1-carboxylic acid tert-butyl ester